ClC=1C=C(C(=O)NC(C)C2=NC(=NN2C2=NC=CC=N2)NC(OC(C)(C)C)=O)C=C(C1)C(F)(F)F tert-Butyl N-[5-[1-[[3-chloro-5-(trifluoromethyl)benzoyl]amino]ethyl]-1-pyrimidin-2-yl-1,2,4-triazol-3-yl]carbamate